Cl.O=C1NC(CC[C@H]1NC1=CC(=C(C=C1)N1CCC(CC1)(O)CC(=O)O)F)=O 2-[1-[4-[[(3R)-2,6-dioxo-3-piperidyl]amino]-2-fluoro-phenyl]-4-hydroxy-4-piperidyl]acetic acid hydrochloride